Cl.N1(N=NC=C1)C(=N)N triazole-1-carboxamidine hydrochloride